7-((6-((1R,4R)-2,5-diazabicyclo[2.2.1]heptan-2-yl)-5-methylpyridin-3-yl)methyl)-2-butoxyimidazo[2,1-f][1,2,4]triazin-4-amine [C@H]12N(C[C@H](NC1)C2)C2=C(C=C(C=N2)CC2=CN=C1C(=NC(=NN12)OCCCC)N)C